CC1NCC(C1C(=O)O)C 2,4-Dimethylpyrrolidine-3-carboxylic acid